3,4-dihydropyran O1CCCC=C1